C/C/1=C\CC/C(=C/C[C@@H](CC1)C(=C)CO)/C germacra-1(10),4,11(13)-trien-12-ol